C(C)(C)(C)OC(=O)N1CC2CN(CC2C1)C=1N(C(C(=C(N1)N)SC1=C(C(=CC=C1)Cl)Cl)=O)C 5-(4-amino-5-((2,3-dichlorophenyl)thio)-1-methyl-6-oxo-1,6-dihydropyrimidin-2-yl)hexahydropyrrolo[3,4-c]pyrrole-2(1H)-carboxylic acid tert-butyl ester